3-(7-fluoro-3-oxo-4-(prop-2-yn-1-yl)-3,4-dihydrospiro[benzo[b][1,4]oxazin-2,1'-cyclobutan]-6-yl)-6-(trifluoromethyl)pyrimidine-2,4(1h,3h)-dione FC=1C(=CC2=C(OC3(CCC3)C(N2CC#C)=O)C1)N1C(NC(=CC1=O)C(F)(F)F)=O